((1S,2R)-2-hydroxycyclohexyl)-8-(pyridin-3-yl)-6-(4-(trifluoromethyl)phenyl)pyrido[3,4-d]pyrimidin-4(3H)-one O[C@H]1[C@@H](CCCC1)C=1NC(C2=C(N1)C(=NC(=C2)C2=CC=C(C=C2)C(F)(F)F)C=2C=NC=CC2)=O